NC1=C(C(=O)O)C=C(C(=C1)F)C(F)(F)F 2-amino-4-fluoro-5-(trifluoromethyl)benzoic acid